4-(6-((5-Fluoro-4-(8-fluoroquinolin-6-yl)pyrimidin-2-yl)amino)pyridin-3-yl)piperazin-2-one FC=1C(=NC(=NC1)NC1=CC=C(C=N1)N1CC(NCC1)=O)C=1C=C2C=CC=NC2=C(C1)F